ClC1=NN=C2N1C1=CC=CC=C1C(=N2)N(C2=CC(=CC=C2)C=2C=NC(=CC2)C(F)(F)F)C chloro-N-methyl-N-(3-(6-(trifluoromethyl)pyridin-3-yl)phenyl)-[1,2,4]triazolo[4,3-a]quinazolin-5-amine